C(C=C)S(=O)(=O)SC1CS(CC1)(=O)=O 3-allylsulfonylthiotetrahydrothiophene-1,1-dioxide